N-((6-chloro-5-methoxypyridin-2-yl)methyl)propan-2-amine ClC1=C(C=CC(=N1)CNC(C)C)OC